ClC=1C(=C(C=CC1)C(C)(C)NC(C[C@@H]1N(CCC1)C)=O)C (R)-N-(2-(3-chloro-2-methyl-phenyl)propan-2-yl)-2-(1-methylpyrrolidin-2-yl)acetamide